2-(5-amino-2-(furan-2-yl)-7H-pyrazolo[4,3-e][1,2,4]triazolo[1,5-c]pyrimidin-7-yl)-N-(2-(dimethylamino)ethyl)-2-phenylpropanamide NC1=NC2=C(C=3N1N=C(N3)C=3OC=CC3)C=NN2C(C(=O)NCCN(C)C)(C)C2=CC=CC=C2